2-(triethoxysilyl)ethan-1-ol C(C)O[Si](CCO)(OCC)OCC